FC=1C=C(C=CC1OC1=C2C(=NC=C1)C=C(S2)C2=NC=C(C=C2)CN2CC(C2)OC)NC(=O)C2=C1C(=CN(C2=O)C2=CC=C(C=C2)F)CCO1 N-(3-fluoro-4-((2-(5-((3-methoxyazetidin-1-yl)methyl)pyridin-2-yl)thieno[3,2-b]pyridine-7-yl)oxy)phenyl)-5-(4-fluorophenyl)-6-oxo-2,3,5,6-tetrahydrofuro[3,2-c]pyridine-7-carboxamide